4-[(6-bromo-4-methyl-3-pyridinyl)sulfonyl]-1,5-dimethyl-2,3-dihydroquinoxaline BrC1=CC(=C(C=N1)S(=O)(=O)N1CCN(C2=CC=CC(=C12)C)C)C